BrC1=CC(=C(C=C1)S(=O)(C)=N)OC (4-bromo-2-methoxyphenyl)(imino)(methyl)-sulfanone